5-(thiazol-4-yl)benzoic acid S1C=NC(=C1)C=1C=CC=C(C(=O)O)C1